C(CCC)OC(N[C@@H]1CN(CC[C@H]1C=1C=NN(C1)C)C)=O butyl(trans-1-methyl-4-(1-methyl-1H-pyrazol-4-yl)piperidin-3-yl)carbamate